tert-butyl ((1r,4r)-4-((6-(6-(2-chlorophenylsulfonamido)-5-fluoro-2-methoxypyridin-3-yl)-8-ethylquinazolin-2-yl)amino)cyclohexyl)(methyl)carbamate ClC1=C(C=CC=C1)S(=O)(=O)NC1=C(C=C(C(=N1)OC)C=1C=C2C=NC(=NC2=C(C1)CC)NC1CCC(CC1)N(C(OC(C)(C)C)=O)C)F